5-Methyloctahydrocyclopenta[c]pyrrole-5-ol hydrochloride Cl.CC1(CC2C(CNC2)C1)O